FC=1C=CC(=C2C=C(N(C12)CCNC1=NC=NC(=C1)C=1C=C2C=CC=NC2=CC1)C)OC [2-(7-Fluoro-4-methoxy-2-methyl-indol-1-yl)-ethyl]-(6-chinolin-6-yl-pyrimidin-4-yl)-amin